ClC1=CC(=NC(=C1)C=1C=NC=CC1)C=1C=NC=CC1 4'-chloro-3,2':6',3''-terpyridine